[Si](C)(C)(C(C)(C)C)OCCC#CN(C(OC(C)(C)C)=O)C=1C=CC=2OCC(N(C2N1)COCC[Si](C)(C)C)=O tert-butyl N-[4-[tert-butyl(dimethyl)silyl]oxybut-1-ynyl]-N-[3-oxo-4-(2-trimethylsilylethoxymethyl)pyrido[3,2-b][1,4]oxazin-6-yl]carbamate